O[C@@H]1C[C@H](N(C1)C([C@H](C(C)(C)C)NC(COCC(=O)O)=O)=O)C(NCC1=CC=C(C=C1)C1=C(N=CS1)C)=O 2-(2-(((S)-1-((2S,4R)-4-Hydroxy-2-((4-(4-methylthiazol-5-yl)benzyl)carbamoyl)pyrrolidin-1-yl)-3,3-dimethyl-1-oxobutan-2-yl)amino)-2-oxoethoxy)acetic acid